4-(4-aminopiperidin-1-yl)-6-fluoro-7-(2-fluorophenyl)-1-(2-isopropyl-4-methylpyridin-3-yl)pyrido[2,3-d]pyrimidin-2(1H)-one TFA salt OC(=O)C(F)(F)F.NC1CCN(CC1)C=1C2=C(N(C(N1)=O)C=1C(=NC=CC1C)C(C)C)N=C(C(=C2)F)C2=C(C=CC=C2)F